lithium cyclopentane C1CCCC1.[Li]